C(C)(C)(C)OC(=O)N1CC2(C1)CC(C2)C(N(C)OC)=O 6-(methoxy(methyl)carbamoyl)-2-azaspiro[3.3]heptane-2-carboxylic acid tert-butyl ester